(1-(5-(cis-3-(trifluoromethoxy)cyclobutyl)-1,3,4-oxadiazol-2-yl)-2-oxabicyclo[2.2.2]oct-4-yl)carbamic acid tert-butyl ester C(C)(C)(C)OC(NC12COC(CC1)(CC2)C=2OC(=NN2)[C@@H]2C[C@@H](C2)OC(F)(F)F)=O